Cl.FC(C=1C=CC(=NC1)N1C[C@]2(CC1=O)C1CNC(C2)CC1)(F)F (2R)-1'-(5-(trifluoromethyl)pyridin-2-yl)-5-azaspiro[bicyclo[2.2.2]octane-2,3'-pyrrolidin]-5'-one hydrochloride